(S)-1-(6-amino-2,3-difluorobenzyl)-3,4-dimethyl-2-oxo-N-(2,4,6-trifluorobenzyl)-1,2,3,4-tetrahydro-quinazoline-7-carboxamide NC1=CC=C(C(=C1CN1C(N([C@H](C2=CC=C(C=C12)C(=O)NCC1=C(C=C(C=C1F)F)F)C)C)=O)F)F